3-(6-(aminomethyl)-4-(difluoromethyl)-1-oxoisoindolin-2-yl)piperidine-2,6-dione NCC1=CC(=C2CN(C(C2=C1)=O)C1C(NC(CC1)=O)=O)C(F)F